NC1=NC(=NN2C1=C(C=C2)C2=CC=C1C(=N2)N(C(=N1)C)CC(F)(F)F)NC1CCC(CC1)(O)C (1r,4r)-4-((4-Amino-5-(2-methyl-3-(2,2,2-trifluoroethyl)-3H-imidazo[4,5-b]pyridin-5-yl)pyrrolo[2,1-f][1,2,4]triazin-2-yl)amino)-1-methylcyclohexan-1-ol